OC(=O)C(F)(F)F.NCCOCCC(=O)N(CCOCCOCC#C)CCOCCOCC#C 3-(2-aminoethoxy)-N,N-bis(2-(2-(prop-2-yn-1-yloxy)ethoxy)ethyl)propanamide TFA salt